glycyl-L-asparaginyl-L-prolyl-L-valinate NCC(=O)N[C@@H](CC(N)=O)C(=O)N1[C@@H](CCC1)C(=O)N[C@@H](C(C)C)C(=O)[O-]